C(CCCCCCCCCCC)C1=CC=C(C=CC)C=C1 para-dodecyl-(methyl)styrene